2-(4-(4-fluorophenoxy)phenyl)-7-(1-propynylazetidin-3-yl)-1H-imidazo[1,2-b]Pyrazole-3-carboxamide FC1=CC=C(OC2=CC=C(C=C2)C=2NC=3N(N=CC3C3CN(C3)C#CC)C2C(=O)N)C=C1